2-fluoro-N-[2-[2-(hydroxymethyl)thiazol-4-yl]thieno[3,2-c]pyridin-4-yl]-N-[(3R)-3-piperidyl]-4-(triazolo[4,5-b]pyridin-3-yl)benzamide FC1=C(C(=O)N([C@H]2CNCCC2)C2=NC=CC3=C2C=C(S3)C=3N=C(SC3)CO)C=CC(=C1)N1N=NC=3C1=NC=CC3